1-isopropyl-6-oxo-1,4,5,6-tetrahydropyridazine-3-carboxylic acid C(C)(C)N1N=C(CCC1=O)C(=O)O